OC=1C=C(C=2N(C1)N=CC2C#N)C=2C=NC(=CC2)N2CC1N(C(C2)C1)CC=1C=NC(=CC1)SC 6-hydroxy-4-(6-(6-((6-(methyl-thio)pyridin-3-yl)methyl)-3,6-diazabicyclo[3.1.1]heptan-3-yl)pyridin-3-yl)pyrazolo[1,5-a]pyridine-3-carbonitrile